OC(C(=O)O)(CC)C1CCCCC1 2-hydroxy-methylcyclohexyl-propionic acid